C(C)N1CCNCCC1 ethyl-1,4-diazepan